Titanium-oxide [O-2].[Ti+4].[O-2]